3,4,5-trihydroxy-N-(4-(phenylamino)phenyl)benzamide OC=1C=C(C(=O)NC2=CC=C(C=C2)NC2=CC=CC=C2)C=C(C1O)O